ClC1=CC(=NC(=C1)Cl)CN1C(C2=CC=CC=C2C1=O)=O 2-((4,6-dichloropyridin-2-yl)methyl)isoindoline-1,3-dione